lysine β-aminoethyl ester tri-hydrochloride Cl.Cl.Cl.NCCOC([C@@H](N)CCCCN)=O